CSC=1C=C(SC1)C=O 4-(methylthio)thiophene-2-carbaldehyde